BrC1=NN(C(=C1)C(=O)NC1=C(C(=O)OC)C=C(C=C1C)Cl)C1=NC=CC=C1Cl methyl 2-[[[3-bromo-1-(3-chloro-2-pyridinyl)-1H-pyrazol-5-yl] carbonyl] amino]-5-chloro-3-methylbenzoate